ClC=1C=C2C(=CC(=NC2=CC1)C(F)(F)F)NC1CCC(CC1)NC(=O)C1(CCC1)C(=O)OCC ethyl 1-{[(1s,4s)-4-{[6-chloro-2-(trifluoromethyl)quinolin-4-yl]amino}cyclohexyl]carbamoyl}cyclobutane-1-carboxylate